CN1C(SC=C1)=N 3-methylthiazole-2-imine